C[C@H](CCC(=O)O)[C@H]1CC[C@@H]2[C@@]1([C@H](C[C@H]3[C@H]2[C@@H](C[C@H]4[C@@]3(CCC(=O)C4)C)O)O)C The molecule is a 3-oxo steroid that is cholic acid in which the hydroxy group at position 3 has undergone formal oxidation to the corresponding ketone. It has a role as a human metabolite. It is a bile acid, a 12alpha-hydroxy steroid, a dihydroxy-5beta-cholanic acid, a 7alpha-hydroxy steroid and a 3-oxo-5beta-steroid. It is a conjugate acid of a 7alpha,12alpha-dihydroxy-3-oxo-5beta-cholan-24-oate.